O=C1NC(CCC1N1C(C2=CC=C(C=C2C1)NC(=O)C1=CC=C2C(=N1)SC=N2)=O)=O N-(2-(2,6-dioxopiperidin-3-yl)-1-oxoisoindolin-5-yl)thiazolo[5,4-b]pyridine-5-carboxamide